4-(4-bromophenyl)-6-(tert-butyl)-3-(4-hydroxyhept-4-yl)naphthalen-1-ol BrC1=CC=C(C=C1)C1=C(C=C(C2=CC=C(C=C12)C(C)(C)C)O)C(CCC)(CCC)O